N-(4-(((4-cyanobenzyl)oxy)methyl)phenyl)-3-(4,4,5,5-tetramethyl-1,3,2-dioxaborolan-2-yl)benzamide C(#N)C1=CC=C(COCC2=CC=C(C=C2)NC(C2=CC(=CC=C2)B2OC(C(O2)(C)C)(C)C)=O)C=C1